P(=O)(O)(O)OCC(=O)[C@H](O)[C@H](O)COP(=O)(O)O 1,5-diphosphoribulose